CC1=CC(=NN1C1OCCCC1)C#CC1=NN=C(S1)NC(OC(C)(C)C)=O tert-butyl (5-((5-methyl-1-(tetrahydro-2H-pyran-2-yl)-1H-pyrazol-3-yl)ethynyl)-1,3,4-thiadiazol-2-yl)carbamate